[(2S,5S)-2,3-dihydro-2,5-methano-1,4-benzoxazepin-4(5H)-yl](4-phenylbicyclo[2.2.2]octan-1-yl)methanone O1[C@@H]2CN([C@H](C3=C1C=CC=C3)C2)C(=O)C23CCC(CC2)(CC3)C3=CC=CC=C3